NC1=CC(=C(OC=2C=C3CCN(CC3=CC2)CC2=CC(=C(C=C2)F)Cl)C(=C1)Cl)Cl 6-(4-amino-2,6-dichlorophenoxy)-2-(3-chloro-4-fluorobenzyl)-3,4-dihydroisoquinolin